ClCC1=NC(=NO1)CCCCCCCC 5-(chloromethyl)-3-octyl-1,2,4-oxadiazole